2-methoxyethyl (2R,5R)-3-((4-(benzyloxy)-3-fluorophenyl)sulfonyl)-2-(((tetrahydro-2H-pyran-2-yl)oxy)carbamoyl)-3,8-diazabicyclo[3.2.1]octane-8-carboxylate C(C1=CC=CC=C1)OC1=C(C=C(C=C1)S(=O)(=O)N1[C@H](C2CC[C@H](C1)N2C(=O)OCCOC)C(NOC2OCCCC2)=O)F